Bis(2-ethylhexyl) isophthalate (Bis(2-ethylhexyl) phthalate) C(C)C(CC=1C(=C(C(C(=O)O)=CC1)C(=O)O)CC(CCCC)CC)CCCC.C(C1=CC(C(=O)OCC(CCCC)CC)=CC=C1)(=O)OCC(CCCC)CC